ClC=1C=NC(=NC1)[C@]12CC[C@@H](C[C@@H]2C1)OC[C@@H]1N([C@@H](C[C@@H]1NS(=O)(=O)C)C)C(=O)OC methyl (2R,3S,5R)-2-((((1S,3S,6R)-6-(5-chloropyrimidin-2-yl)bicyclo[4.1.0]heptan-3-yl)oxy)methyl)-5-methyl-3-(methylsulfonamido)pyrrolidine-1-carboxylate